5,7-dibromo-2H-pyrido[4,3-b][1,4]oxazin-3(4H)-one BrC1=NC(=CC=2OCC(NC21)=O)Br